Methyl (R)-4-((3R,5R,6S,8S,9S,10R,13R,14S,17R)-10,13-dimethyl-3,6-bis(tosyloxy)hexadecahydro-1H-cyclopenta[a]phenanthren-17-yl)pentanoate C[C@]12[C@H]3CC[C@@]4([C@H](CC[C@H]4[C@@H]3C[C@@H]([C@@H]2C[C@@H](CC1)OS(=O)(=O)C1=CC=C(C)C=C1)OS(=O)(=O)C1=CC=C(C)C=C1)[C@@H](CCC(=O)OC)C)C